C(C)(=O)OCNC(COC1=CC=C(C=C1)F)=O (2-(4-fluorophenoxy)acetamido)methyl acetate